C1(CCCCCN1)=O.[Na] sodium caprolactam salt